tert-butyl ((1S)-2-((4-(1-((3-amino-2,2-difluoropropyl)amino)-2-methoxyethyl)pyridin-2-yl)amino)-1-(4,4-difluorocyclohexyl)-2-oxoethyl)carbamate NCC(CNC(COC)C1=CC(=NC=C1)NC([C@H](C1CCC(CC1)(F)F)NC(OC(C)(C)C)=O)=O)(F)F